CNS(=O)(=O)C1=CC(=C(C=C1)OC1=CC(=CC=C1)C(F)(F)F)C1=CC(=NN1)C N-methyl-3-(3-methyl-1H-pyrazol-5-yl)-4-[3-(trifluoromethyl)phenoxy]benzenesulfonamide